(S)-N-(7-(3,5-dimethylisoxazol-4-yl)benzo[d]thiazol-2-yl)pyrrolidine-3-carboxamide CC1=NOC(=C1C1=CC=CC=2N=C(SC21)NC(=O)[C@@H]2CNCC2)C